(S)-3-(2',3'-dimethoxybiphenyl-3-yl)-3-(3-(1,5-dimethyl-4-oxo-2-oxo-1,2-dihydropyridin-3-yl)ureido)propanoic acid sodium salt [Na+].COC1=C(C=CC=C1OC)C1=CC(=CC=C1)[C@H](CC(=O)[O-])NC(=O)NC1C(N(C=C(C1=O)C)C)=O